CC1=NOC(=N1)[C@@H](C)N (R)-1-(3-methyl-1,2,4-oxadiazol-5-yl)ethylamine